3-methoxybenzene-1-sulfonamide COC=1C=C(C=CC1)S(=O)(=O)N